O1C=CN=CC1=O [1,4]oxazin-6(1H)-one